[Fe].[Co].BrC1(C(C=2C3=CC=CC=C3C3=CC=CC=C3C2C(=C1C1=CC=CC=C1)C1=CC=CC=C1)C1=CC=CC=C1)Br 2-bromotriphenyl-(2-bromotriphenylene) cobalt-iron salt